(1r,4r)-4-(((2-oxo-4-(o-tolyl)-2H-chromen-7-yl)methyl)carbamoyl)cyclohexane-1-carboxylic acid O=C1OC2=CC(=CC=C2C(=C1)C1=C(C=CC=C1)C)CNC(=O)C1CCC(CC1)C(=O)O